FC1(CN(CCC1)C1=CC=C(NC2=CC=C(C=C2)CNO)C=C1)F 4-(3,3-difluoropiperidin-1-yl)-N-(4-((hydroxyamino)methyl)phenyl)aniline